bis(2,6-di-tert-butyl-6-methylphenyl)pentaerythritol diphosphite OP(O)OP(O)O.C(C)(C)(C)C=1C(C(C=CC1)(C)C(C)(C)C)C(O)(C(CO)(CO)CO)C1C(=CC=CC1(C(C)(C)C)C)C(C)(C)C